4-benzyl-1-methyl-3,4-dihydroquinolin-2(1H)-one C(C1=CC=CC=C1)C1CC(N(C2=CC=CC=C12)C)=O